tri(1-propylbutyl) phosphite P(OC(CCC)CCC)(OC(CCC)CCC)OC(CCC)CCC